O=C1N(CCC(N1)=O)C1=NN(C2=CC(=CC=C12)[C@H]1[C@H](CN(CC1)C(=O)OC(C)(C)C)O)C tert-butyl (3R,4S)-4-[3-(2,4-dioxohexahydropyrimidin-1-yl)-1-methyl-indazol-6-yl]-3-hydroxy-piperidine-1-carboxylate